FC=1C=C(C=CC1)NC(=O)C1=NC(=NC=C1N1CCCCC1)N1C=NC=C1 N-(3-fluorophenyl)-2-(1H-imidazol-1-yl)-5-(piperidin-1-yl)pyrimidine-4-carboxamide